C(C)(C)(C)OCC(C(C=O)CNC(=O)OC(=O)N1CCC(CC1)F)C (1-((tert-butoxy)-3-methyl-1-oxobutan-2-yl)(methyl)carbamoyl)-4-fluoropiperidine-1-carboxylate